(S)-(+)-2-amino-4-methyl-1-pentanol CC(C)C[C@@H](CO)N